4-amino-7-{(1R)-1-[1-(3,4-difluorophenyl)-1H-1,2,3-triazol-4-yl]propyl}-5-[2-(trifluoromethyl)pyrimidin-5-yl]pyrrolo[2,1-f][1,2,4]triazine-6-carbonitrile NC1=NC=NN2C1=C(C(=C2[C@@H](CC)C=2N=NN(C2)C2=CC(=C(C=C2)F)F)C#N)C=2C=NC(=NC2)C(F)(F)F